ethyl (S)-3-(3-(4-hydroxy-1-methyl-2-oxo-1,2-dihydropyridin-3-yl)ureido)-3-(2'-(trifluoro methoxy)biphenyl-3-yl)propanoate OC1=C(C(N(C=C1)C)=O)NC(N[C@@H](CC(=O)OCC)C=1C=C(C=CC1)C1=C(C=CC=C1)OC(F)(F)F)=O